C(#N)C=1C=NC2=CC(=C(C=C2C1N1CCN(CCC1)C(CNS(=O)(=O)NC(OC(C)(C)C)=O)=O)OC)OC Tert-butyl (N-(2-(4-(3-cyano-6,7-dimethoxyquinolin-4-yl)-1,4-diazepan-1-yl)-2-oxoethyl)sulfamoyl)carbamate